NC1=C(C=NC=N1)C=1C=NN(C1)CC1=CC=C(C=C1)C#N 6-amino-5-(1-(4-cyanobenzyl)-1H-pyrazol-4-yl)pyrimidin